ClC1=C2C(C(NC2=CC(=C1)Cl)=O)=O 4,6-dichloroisatin